N-(6-(3-(4-chlorobenzyl)ureido)spiro[3.3]heptan-2-yl)-1-(2-chlorophenyl)methane-sulfonamide ClC1=CC=C(CNC(NC2CC3(CC(C3)NS(=O)(=O)CC3=C(C=CC=C3)Cl)C2)=O)C=C1